Ethyl 3-bromo-4-[[6-(4-piperidylmethyl)-3-pyridyl]oxy]benzoate BrC=1C=C(C(=O)OCC)C=CC1OC=1C=NC(=CC1)CC1CCNCC1